sodium 2,3-bis((5-(benzyloxy)pentanoyl)oxy)propyl ((R)-2,3-bis(tetradecanoyloxy)propyl) phosphate P(=O)(OCC(COC(CCCCOCC1=CC=CC=C1)=O)OC(CCCCOCC1=CC=CC=C1)=O)(OC[C@@H](COC(CCCCCCCCCCCCC)=O)OC(CCCCCCCCCCCCC)=O)[O-].[Na+]